C(CS)(=O)[O-].C(CCCCCCC)[Sn+2]CCCCCCCC.C(CS)(=O)[O-] dioctyl-tin thioglycolate